C(CCCCCCCCCCCC=CCCCCCC)(=O)OCCCCCCCCCCCCCCCCCCCCCCC(CC)C 23-methylpentacosyl eicos-13-enoate